(S)-3-Fluoro-2-((R)-3-methylmorpholin-4-yl)-9-[2-(2,2,2-trifluoro-ethoxy)ethyl]-8-trifluoromethyl-6,7,8,9-tetrahydro-pyrimido[1,2-a]-pyrimidin-4-one FC1=C(N=C2N(C1=O)CC[C@H](N2CCOCC(F)(F)F)C(F)(F)F)N2[C@@H](COCC2)C